(l)-N,N-Diisopropylethylamine C(C)(C)N(C(C)C)CC